(S)-1-(3-((5-chloro-4-(6-(4-fluorophenyl)pyridin-2-yl)pyrimidin-2-yl)amino)piperidin-1-yl)ethan-1-one ClC=1C(=NC(=NC1)N[C@@H]1CN(CCC1)C(C)=O)C1=NC(=CC=C1)C1=CC=C(C=C1)F